L-aspartate magnesium salt [Mg+2].N[C@@H](CC(=O)[O-])C(=O)[O-]